3-chloro-6-hydroxy-4-((2-methoxy-4-(methoxymethoxy)-6-methylbenzoyl)oxy)-2,5-dimethylbenzoic acid ClC=1C(=C(C(=O)O)C(=C(C1OC(C1=C(C=C(C=C1C)OCOC)OC)=O)C)O)C